S1[SH-]NCCC1 dithiazinan-2-ide